(3,5-difluoro-phenyl)-6-(3,6-difluoro-pyridin-2-yl)-N'-isopropyl-[1,3,5]triazine-2,4-diamine FC=1C=C(C=C(C1)F)NC1=NC(=NC(=N1)NC(C)C)C1=NC(=CC=C1F)F